(S)-quinuclidin-3-yl ((R)-5-(4-isopropoxy-3-methoxyphenyl)-2,2-dimethyl-2,3-dihydro-1H-inden-1-yl)carbamate C(C)(C)OC1=C(C=C(C=C1)C=1C=C2CC([C@H](C2=CC1)NC(O[C@@H]1CN2CCC1CC2)=O)(C)C)OC